IC=1C=NN2C1C(=NC(=C2)C=2C=NN(C2)C)O[C@H]2[C@H]1CN(C[C@H]1C2)C(=O)OC(C)(C)C tert-butyl (1S,5R,6R)-6-(3-iodo-6-(1-methylpyrazol-4-yl)pyrazolo[1,5-a]pyrazin-4-yl)oxy-3-azabicyclo[3.2.0]heptane-3-carboxylate